C(C1=CC=CC=C1)N1C2=CC(=C(C=C2C=2C(CCCC12)C(N)=O)OCCCP(O)(O)=O)CC 3-[(9-benzyl-4-carbamoyl-7-ethyl-1,2,3,4-tetrahydrocarbazol-6-yl)oxy]Propyl-phosphonic acid